FC=1C=C(C(=O)N2CC(N(CC2)C)=O)C=CC1C=1C=C2C(=CC=NC2=CC1)NC=1C=CC2=C(N=C(S2)C)C1 4-(3-fluoro-4-(4-((2-methylbenzo[d]thiazol-5-yl)amino)quinolin-6-yl)benzoyl)-1-methylpiperazin-2-one